COC=1C(=CC2=C(N=C(N=C2N[C@H](C)C2=C(C(=CC=C2)C(F)(F)F)C)C)N1)C=1CCN(CC1)C(=O)OC(C)(C)C tert-butyl (R)-4-(7-methoxy-2-methyl-4-((1-(2-methyl-3-(trifluoromethyl) phenyl) ethyl) amino) pyrido[2,3-d]pyrimidin-6-yl)-3,6-dihydropyridine-1(2H)-carboxylate